FC(C(=O)OCC12CC3(C[C@H](C[C@@H](C1)C3)C2)O)(S(=O)(=O)[O-])F.C2(=CC=CC=C2)[S+](C2=CC=CC=C2)C2=CC=CC=C2 triphenylsulfonium 1,1-difluoro-2-(((1r,3s,5R,7S)-3-hydroxyadamantan-1-yl)methoxy)-2-oxoethane-1-sulfonate